(R)-4-((1H-Indazol-5-yl)ethynyl)-N-((tetrahydrofuran-2-yl)methyl)-[2,4'-bipyrimidin]-2'-amine N1N=CC2=CC(=CC=C12)C#CC1=NC(=NC=C1)C1=NC(=NC=C1)NC[C@@H]1OCCC1